1-(piperidin-3-yl)-3-(trifluoromethyl)imidazolin-2-one N1CC(CCC1)N1C(N(CC1)C(F)(F)F)=O